FC=1C=CC(=NC1)NC1=CC2=C(N=C(S2)N)C=C1 N6-(5-fluoro-2-pyridinyl)-1,3-benzothiazole-2,6-diamine